aluminum tertiary butoxide CC(C)(C)[O-].[Al+3].CC(C)(C)[O-].CC(C)(C)[O-]